2,3-dicarboxylpiperidine C(=O)(O)C1NCCCC1C(=O)O